O1CCOC12CCC(CC2)CC(=O)[O-] 1,4-dioxaspiro[4.5]decan-8-ylacetate